propynyl-(propiophenone) C(#CC)C(C(=O)C1=CC=CC=C1)C